Tert-butyl ((1S)-2-((4-((R or S)-cyclopropyl((S)-2-oxo-4-(trifluoromethyl)imidazolidin-1-yl)methyl)pyridin-2-yl)amino)-1-(4,4-difluorocyclohexyl)-2-oxoethyl)carbamate C1(CC1)[C@H](C1=CC(=NC=C1)NC([C@H](C1CCC(CC1)(F)F)NC(OC(C)(C)C)=O)=O)N1C(N[C@@H](C1)C(F)(F)F)=O |o1:3|